C1(CCC1)CNC (cyclobutylmethyl)(methyl)amine